[Pt].CC1=CC=C(C=C1)NC=1C=C(C=CC1)NC1=CC=C(C=C1)C 3-(4-methylphenylamino)phenyl-p-toluidine platinum